C12CNCC2C1CC(=O)OC methyl 2-(3-azabicyclo[3.1.0]hexan-6-yl)acetate